1-[4-(3-{5-[(R)-hydroxy-(1-isopropyl-3-methyl-azetidin-3-yl)-(4-isopropyl-phenyl)-methyl]-pyridin-3-yl}-[1,2,4]Oxadiazol-5-yl)-piperidin-1-yl]-ethanone O[C@](C=1C=C(C=NC1)C1=NOC(=N1)C1CCN(CC1)C(C)=O)(C1=CC=C(C=C1)C(C)C)C1(CN(C1)C(C)C)C